The molecule is a member of the class of 1-benzofurans that is 1-benzofuran-2(3H)-one substituted by a hydroxy group at position 5, a propan-2-ylidene group at position 3 and a (2E,6E,10E)-3,7,11,15-tetramethylhexadeca-2,6,10,14-tetraen-1-yl group at position 7. Isolated from Rhus chinensis, it exhibits anti-HIV activity. It has a role as a metabolite and an anti-HIV-1 agent. It is a member of 1-benzofurans, a gamma-lactone and a member of phenols. CC(=CCC/C(=C/CC/C(=C/CC/C(=C/CC1=C2C(=CC(=C1)O)C(=C(C)C)C(=O)O2)/C)/C)/C)C